4-(7-methyl-1H-indol-3-yl)-7-[[5-(4-methylpiperazin-1-yl)-2-pyridyl]amino]-2,3-dihydro-pyrrolo[3,4-c]pyridin-1-one CC=1C=CC=C2C(=CNC12)C1=NC=C(C2=C1CNC2=O)NC2=NC=C(C=C2)N2CCN(CC2)C